1-(1-(4-(2-Methoxypyridin-4-yl)benzyl)-1H-indol-5-yl)-5-methyl-1H-pyrazol-3-carboxamid COC1=NC=CC(=C1)C1=CC=C(CN2C=CC3=CC(=CC=C23)N2N=C(C=C2C)C(=O)N)C=C1